C1(CCCCC1)ON1C(CC(CC1(C)C)CCCCNC1=NC(=NC(=N1)NCCCCC1CC(N(C(C1)(C)C)OC1CCCCC1)(C)C)Cl)(C)C 2,4-Bis[(1-Cyclohexyloxy-2,2,6,6-Tetramethylpiperidin-4-yl)Butylamino]-6-Chloro-S-Triazin